(E)-1-[2-Hydroxy-4-(oxan-2-yloxy)phenyl]-3-phenylprop-2-en-1-one OC1=C(C=CC(=C1)OC1OCCCC1)C(\C=C\C1=CC=CC=C1)=O